N-((2-((S)-2-amino-2-((1r,4S)-4-methylcyclohexyl)acetamido)-pyridin-4-yl)(cyclopropyl)methyl)-4,4,4-trifluorobutanamide N[C@H](C(=O)NC1=NC=CC(=C1)C(NC(CCC(F)(F)F)=O)C1CC1)C1CCC(CC1)C